3-((1r,4r)-4-(3-bromo-2-methylphenoxy)cyclohexyl)-2,2-difluoropropyl trifluoromethanesulfonate FC(S(=O)(=O)OCC(CC1CCC(CC1)OC1=C(C(=CC=C1)Br)C)(F)F)(F)F